sodium nonanoyloxybenzenesulphonate Silicon [Si+4].C(CCCCCCCC)(=O)OC1=C(C=CC=C1)S(=O)(=O)[O-].[Na+].C(CCCCCCCC)(=O)OC1=C(C=CC=C1)S(=O)(=O)[O-].C(CCCCCCCC)(=O)OC1=C(C=CC=C1)S(=O)(=O)[O-].C(CCCCCCCC)(=O)OC1=C(C=CC=C1)S(=O)(=O)[O-].C(CCCCCCCC)(=O)OC1=C(C=CC=C1)S(=O)(=O)[O-]